CN1C2=C(C=3C=CC(=CC13)C=1C=CC(=NC1)OC1CC(C1)OCCCOCCCO)C=NC=C2 3-(3-((1r,3r)-3-((5-(5-methyl-5H-pyrido[4,3-b]indol-7-yl)pyridin-2-yl)oxy)cyclobutoxy)propoxy)propan-1-ol